CC1=CC=C(C=C1)OC1=CC=C(C=C1)C.[P] phosphorus di(4-methylphenyl) oxide